FC1=C(C=C2C(CN3C2=C1CCCC3=O)=O)F 8,9-difluoro-2,3,6,7-tetrahydroazepino[3,2,1-hi]indole-1,4-dione